C(C)(C)(C)[Si](C)(C)OC1CCN(CC1)C1=C(C=C(C=C1)[N+](=O)[O-])F tert-butyl-[[1-(2-fluoro-4-nitro-phenyl)-4-piperidyl]oxy]-dimethyl-silane